(2-cyano-3-methoxyacryloyl)urethane C(#N)C(C(=O)NC(=O)OCC)=COC